ClC1=C(C(=CC=C1)Cl)N1C=2N(C3=C(C1=O)C=NC(=N3)NC=3C=C1CC(CC1=CC3)N(C)C)C=CN2 6-(2,6-dichlorophenyl)-2-{[2-(dimethylamino)-2,3-dihydro-1H-inden-5-yl]amino}imidazo[1,2-a]pyrimido[5,4-e]pyrimidin-5(6H)-one